FC1(CCC2=C1N=C(N=C2C2=CC(=C(OCC(=O)N1CCN(CC1)C(=O)OC(C)(C)C)C=C2)F)N2[C@H](CC2)C)F tert-butyl (S)-4-(2-(4-(7,7-difluoro-2-(2-methylazetidin-1-yl)-6,7-dihydro-5H-cyclopenta[d]pyrimidin-4-yl)-2-fluorophenoxy)acetyl)piperazin-1-carboxylate